(RS)-5-[4-(2-[methyl(pyridin-2-yl)amino]ethoxy)benzyl]thiazolidine-2,4-dione CN(CCOC1=CC=C(C[C@@H]2C(NC(S2)=O)=O)C=C1)C1=NC=CC=C1 |r|